rac-2-[(2R,3R,6S)-2,3-dimethyl-6-phenyl-1-piperidyl]-N-(5-methyl-3-pyridyl)-2-oxo-acetamide C[C@H]1N([C@@H](CC[C@H]1C)C1=CC=CC=C1)C(C(=O)NC=1C=NC=C(C1)C)=O |r|